C1(CCCCC1)CCC1=CC2=C(S1)C1=CC=3C=CC4=C(SC(=C4)CCCCCC)C3C=C1C=C2 2-(2-cyclohexylethyl)-8-hexylanthra[1,2-b:5,6-b']dithiophene